COC[C@H]1N(CCC1)CC1=CSC2=C1N=C(N=C2N2[C@@H](COCC2)C)C2=C1C(=CN=C2)NC=C1 (R)-4-(7-(((S)-2-(methoxymethyl)pyrrolidin-1-yl)methyl)-2-(1H-pyrrolo[2,3-c]pyridin-4-yl)thieno[3,2-d]pyrimidin-4-yl)-3-methylmorpholine